C1(CC1)C1=NNC(=C1)NC1=CC2=C(C(=NO2)NS(=O)(=O)C2=C(C=C(C=C2OC)C2CN(CCC2)C)OC)C=C1OC N-{6-[(3-cyclopropyl-1H-pyrazol-5-yl)amino]-5-methoxy-1,2-benzoxazol-3-yl}-2,6-dimethoxy-4-(1-methylpiperidin-3-yl)benzene-1-sulfonamide